(1S,3S,4S)-2-((3-chlorophenyl)-D-leucyl)-N-((S)-1-cyano-2-((R)-2-oxopiperidin-3-yl)ethyl)-5,5-difluoro-2-azabicyclo[2.2.2]octane-3-carboxamide ClC=1C=C(C=CC1)N[C@H](CC(C)C)C(=O)N1[C@@H]2CC([C@H]([C@H]1C(=O)N[C@@H](C[C@@H]1C(NCCC1)=O)C#N)CC2)(F)F